BrC=1C(=C(C=NC1)C(=O)O)C 5-bromo-4-methylpyridine-3-carboxylic acid